tert-butyl (S)-(2-phenyl-1-(5-(trimethoxymethyl)-1H-imidazol-2-yl) ethyl) carbonate C(OC(C)(C)C)(O[C@@H](CC1=CC=CC=C1)C=1NC(=CN1)C(OC)(OC)OC)=O